CC1=NC=CC(=C1)NC(C1=CC(=CC=C1)NS(=O)(=O)C1=CC=CC=C1)=O N-(2-methylpyridin-4-yl)-3-(phenylsulfonamido)benzamide